2-mercaptoethyl-2-methyl-1,3-propanediol SCCC(C(CO)C)O